5-[[5-(2-fluoro-4-pyridinyl)indan-4-yl]amino]-1-(2-trimethylsilylethoxymethyl)-1,2,4-triazole-3-thiol FC1=NC=CC(=C1)C=1C(=C2CCCC2=CC1)NC1=NC(=NN1COCC[Si](C)(C)C)S